(4-(2-ethoxyvinyl)-2,6-difluorophenyl)piperidine-2,6-dione C(C)OC=CC1=CC(=C(C(=C1)F)N1C(CCCC1=O)=O)F